O=C1CNC[C@H](N1)C(=O)O (S)-6-OXO-PIPERAZINE-2-CARBOXYLIC ACID